1-(6-fluoropyridin-3-yl)-2'-methyl-7-(trifluoromethyl)-1H,2'H-3,4'-biindazole FC1=CC=C(C=N1)N1N=C(C2=CC=CC(=C12)C(F)(F)F)C=1C2=CN(N=C2C=CC1)C